ClC1=CC=C(N=N1)C(=O)OC methyl 6-chloropyridazin-3-carboxylate